(5-(cyclopropylmethyl)-4,5,6,7-tetrahydro-1H-pyrazolo[4,3-c]pyridin-3-yl)(4-(3,5-difluoro-2-(trifluoromethyl)phenyl)piperidin-1-yl)methanone C1(CC1)CN1CC2=C(CC1)NN=C2C(=O)N2CCC(CC2)C2=C(C(=CC(=C2)F)F)C(F)(F)F